CC1(COC2=NC(=CC=C21)CNC(OC(C)(C)C)=O)C tert-butyl ((3,3-dimethyl-2,3-dihydrofuro[2,3-b]pyridin-6-yl)methyl)carbamate